C(C)OP(=O)(OCC)C(C(=O)OC1(COC1)C1=NC=C(C=C1)C(F)(F)F)CC1=NN=NN1C(C1=CC=CC=C1)(C1=CC=CC=C1)C1=CC=CC=C1 3-(5-(trifluoromethyl)pyridin-2-yl)oxetan-3-yl 2-(diethoxyphosphoryl)-3-(1-trityl-1H-tetrazol-5-yl)propanoate